The molecule is a carbohydrate sulfonate that is D-glucono-1,5-lactone in which the 6-hydroxy group is replaced by a sulfo group. It has a role as a bacterial xenobiotic metabolite. It is a carbohydrate sulfonate and an aldono-1,5-lactone. It derives from a quinovose and a D-glucono-1,5-lactone. It is a conjugate acid of a 6-deoxy-6-sulfoglucono-1,5-lactone(1-). C([C@@H]1[C@H]([C@@H]([C@H](C(=O)O1)O)O)O)S(=O)(=O)O